4-((3-(cyclopropylcarbamoyl)-7-(methylamino)pyrazolo[1,5-a]pyrimidin-5-yl)amino)thiophene-3-carboxylic acid C1(CC1)NC(=O)C=1C=NN2C1N=C(C=C2NC)NC=2C(=CSC2)C(=O)O